P(O)(=O)(OP(=O)(O)OP(=O)(O)O)OC[C@@H]1[C@H](C[C@@H](O1)N1C(=O)NC(=O)C(=C1)N=[N+]=[N-])O 5-azido-2'-deoxyuridine triphosphate